OCCN(CCO)CCCCCCCCCCCCCCCCCC N,N-bis(2-hydroxyethyl)octadecylamine